N5-Nitro-L-arginine monoacetate C(C)(=O)O.[N+](=O)([O-])N(CCC[C@H](N)C(=O)O)C(N)=N